methyl (R)-2-(((tert-butoxycarbonyl) (methyl) amino) methyl)-3-methylbutyrate C(C)(C)(C)OC(=O)N(C)C[C@H](C(=O)OC)C(C)C